2,7-dichloro-8-fluoro-4-(3-fluoro-5,6-dihydropyridin-1(2H)-yl)pyrido[4,3-d]pyrimidine ClC=1N=C(C2=C(N1)C(=C(N=C2)Cl)F)N2CC(=CCC2)F